OC(CC(=O)O)CC(=O)O β-hydroxyglutaric acid